NC1=CC=C(C(=N1)C)N1N=CC(=C1C(F)(F)F)C(=O)NC=1C=NC(=C(C1)C#N)N1N=CC=N1 1-(6-amino-2-methylpyridin-3-yl)-N-(5-cyano-6-(2H-1,2,3-triazol-2-yl)pyridin-3-yl)-5-(trifluoromethyl)-1H-pyrazole-4-carboxamide